tert-butyl (1S,2S,3R,5R)-3-((5-bromo-1,3,4-thiadiazol-2-yl)(cyclopropyl)amino)-2-fluoro-8-azabicyclo[3.2.1]octane-8-carboxylate BrC1=NN=C(S1)N([C@H]1[C@H]([C@@H]2CC[C@H](C1)N2C(=O)OC(C)(C)C)F)C2CC2